Ethyl 3-(4-methoxy-6-methylpyrazolo[1,5-a]pyrazin-2-yl)-3-oxopropionate COC=1C=2N(C=C(N1)C)N=C(C2)C(CC(=O)OCC)=O